NC=1C=2N(C=CN1)C(=NC2Br)[C@@]2(C[C@](CC2)(C(=O)O)C(C)C)C trans-3-(8-amino-1-bromoimidazo[1,5-a]pyrazin-3-yl)-1-isopropyl-3-methylcyclopentanecarboxylic acid